3-(4-(((3-bromo-4-(1H-imidazol-1-yl)phenyl)(4-(3,5-dimethylisoxazol-4-yl)-2-methylphenyl)amino)methyl)piperidin-1-yl)propionic acid BrC=1C=C(C=CC1N1C=NC=C1)N(C1=C(C=C(C=C1)C=1C(=NOC1C)C)C)CC1CCN(CC1)CCC(=O)O